C(C)N(C1=CC=CC=C1)CC1=CC(=CC=C1)S(=O)(=O)O N-ethyl-N-(3-sulfobenzyl)-aniline